3-(4-fluorobenzyl)-5-(4-methyl-7H-pyrrolo[2,3-d]pyrimidin-7-yl)cyclopentane-1,2-diol FC1=CC=C(CC2C(C(C(C2)N2C=CC3=C2N=CN=C3C)O)O)C=C1